CC1(OB(OC1(C)C)CCCC(=O)OCC1=CC=CC=C1)C benzyl 4-(4,4,5,5-tetramethyl-1,3,2-dioxaborolan-2-yl)butanoate